N-benzyltryptamine isonitrile N#[C-].C(C1=CC=CC=C1)NCCC1=CNC2=CC=CC=C12